The molecule is the hydrochloride salt of cyclopentolate. It is used to produce mydriasis (excessive dilation of the pupil) and cycloplegia (paralysis of the ciliary muscle of the eye) for opthalmic diagnostic procedures. It acts more quickly than atropine and has a shorter duration of action. It has a role as a mydriatic agent, a parasympatholytic, a diagnostic agent and a muscarinic antagonist. It contains a cyclopentolate. CN(C)CCOC(=O)C(C1=CC=CC=C1)C2(CCCC2)O.Cl